NCC1(CCCCC1)CC(=O)N[C@H](C(=O)N1[C@@H](C[C@H](C1)O)C(=O)N[C@@H](C)C1=CC=C(C=C1)C1=C(N=CS1)C)C(C)(C)C (2S,4R)-1-((S)-2-(2-(1-(aminomethyl)cyclohexyl)acetamido)-3,3-dimethylbutanoyl)-4-hydroxy-N-((S)-1-(4-(4-methylthiazol-5-yl)phenyl)ethyl)pyrrolidine-2-carboxamide